FC1=C(C=C(C=C1)N1C(=C(C2=C(C=CC=C12)O)C1=CC=C(C(=O)O)C=C1)C1(CC(C1)O)C)C 4-[1-(4-fluoro-3-methyl-phenyl)-4-hydroxy-2-(3-hydroxy-1-methyl-cyclobutyl)indol-3-yl]Benzoic acid